Methyl (R)-4-(4-(bis(4-fluorophenyl)methyl)-2-(hydroxymethyl)piperazin-1-yl)-7-bromo-1-methyl-2-oxo-1,2-dihydro-1,5-naphthyridine-3-carboxylate FC1=CC=C(C=C1)C(N1C[C@@H](N(CC1)C1=C(C(N(C2=CC(=CN=C12)Br)C)=O)C(=O)OC)CO)C1=CC=C(C=C1)F